2-(1H-imidazol-4-yl)-1-(7-(4-(trifluoromethyl)-phenoxy)-3,4-dihydroisoquinolin-2(1H)-yl)ethan-1-one N1C=NC(=C1)CC(=O)N1CC2=CC(=CC=C2CC1)OC1=CC=C(C=C1)C(F)(F)F